cyclopropylmethyl 3-{[(2E)-3-[imino(oxo)phenyl-λ6-sulfanyl]prop-2-en-1-yl]carbamoyl}-2-oxo-1,2,5,6,7,8-hexahydro-1,6-naphthyridine-6-carboxylate N=S(/C=C/CNC(=O)C=1C(NC=2CCN(CC2C1)C(=O)OCC1CC1)=O)(C1=CC=CC=C1)=O